m-HydroxyMethylaniline methyl-N'-{2-chloro-4-(trifluoromethyl)phenyl}-N-[1-{1-(pyrimidin-2-yl)-1H-1,2,4-triazol-5-yl}ethyl]carbamimidothioate CSC(NC(C)C1=NC=NN1C1=NC=CC=N1)=NC1=C(C=C(C=C1)C(F)(F)F)Cl.OCC=1C=C(N)C=CC1